C(CCCCCCCCCCC=CCCC)O 12-hexadecen-1-ol